N'-hydroxyisobutyrimidamide ON=C(C(C)C)N